tert-Butyl 4-(2-(4-(3-(6-cyano-5-(trifluoromethyl)pyridin-3-yl)-5,5-dimethyl-4-oxo-2-thioxoimidazolidin-1-yl)-2-isopropylphenoxy)ethyl)piperazine-1-carboxylate C(#N)C1=C(C=C(C=N1)N1C(N(C(C1=O)(C)C)C1=CC(=C(OCCN2CCN(CC2)C(=O)OC(C)(C)C)C=C1)C(C)C)=S)C(F)(F)F